C(C=CCCC=CCC)O nonan-2,6-dien-1-ol